ClC=1C=C(C=CC1)C1C(C(C1)=NO)CO 3-(3-Chlorophenyl)-2-(hydroxymethyl)cyclobutanone oxim